3-ethoxy-1-ethyl-5-(2-fluorophenyl)-N-[(3S)-2-oxo-5-phenyl-1,3-dihydro-1,4-benzodiazepine-3-yl]Pyrazole-4-carboxamide C(C)OC1=NN(C(=C1C(=O)N[C@@H]1C(NC2=C(C(=N1)C1=CC=CC=C1)C=CC=C2)=O)C2=C(C=CC=C2)F)CC